C(C1=CC=CC=C1)O[C@H]1[C@H](C(O[C@@H]1COCC1=CC=CC=C1)(O)C1=CSC2=C1N=CN=C2OC2=CC=CC=C2)F (3R,4R,5R)-4-(benzyloxy)-5-((benzyloxy)methyl)-3-fluoro-2-(4-phenoxythieno[3,2-d]pyrimidin-7-yl)tetrahydrofuran-2-ol